[(4S)-1-[1-[3-[[(1R,2R)-2-hydroxyindan-1-yl]carbamoyl]phenyl]ethyl]-4-isopropyl-4-methyl-6-oxo-hexahydropyrimidin-2-ylidene]ammonium O[C@H]1[C@@H](C2=CC=CC=C2C1)NC(=O)C=1C=C(C=CC1)C(C)N1C(N[C@](CC1=O)(C)C(C)C)=[NH2+]